[N+](=O)([O-])C1=CC=C(C(=O)OC2CC(C2)N2N=CC=C2C(F)(F)F)C=C1 (1s,3s)-3-(5-(trifluoromethyl)-1H-pyrazol-1-yl)cyclobutyl 4-nitrobenzoate